5-AMINO-2-((2R,3R,4S,5R)-3,4-DIHYDROXY-5-(HYDROXYMETHYL)TETRAHYDROFURAN-2-YL)-1,2,4-TRIAZIN-3(2H)-ONE NC1=NC(N(N=C1)[C@@H]1O[C@@H]([C@H]([C@H]1O)O)CO)=O